1,2-bis(4-hydroxy-3,5-dimethylphenyl)-1,2-diphenylethane OC1=C(C=C(C=C1C)C(C(C1=CC=CC=C1)C1=CC(=C(C(=C1)C)O)C)C1=CC=CC=C1)C